5-[7-[[5-[4-(dimethylamino)-1-piperidinyl]-2-pyridinyl]amino]-3-methyl-imidazo[4,5-b]pyridin-5-yl]oxy-4-methyl-pyridine-2-carbonitrile CN(C1CCN(CC1)C=1C=CC(=NC1)NC1=C2C(=NC(=C1)OC=1C(=CC(=NC1)C#N)C)N(C=N2)C)C